BrC1=CC=C(C=C1)C=1N=C(SC1)N(C(CCl)=O)C1=CC(=CC(=C1)F)F N-[4-(4-bromophenyl)thiazol-2-yl]-2-chloro-N-(3,5-difluorophenyl)acetamide